N,N-bis(2-hydroxyethyl)-amine oxide OCC[NH+](CCO)[O-]